[K].C[Si](C)(C)O trimethylsilyl alcohol potassium